1-(4-(benzo[d]thiazol-2-ylsulfanyl)-3-chlorophenyl)-3-(4-bromophenyl)urea S1C(=NC2=C1C=CC=C2)SC2=C(C=C(C=C2)NC(=O)NC2=CC=C(C=C2)Br)Cl